2-[2-(3-bromo-2-methyl-phenoxy)-7-azaspiro[3.5]nonan-7-yl]-N-[3-(2,6-dioxo-3-piperidyl)-1-methyl-pyrazolo[3,4-b]pyridin-6-yl]acetamide BrC=1C(=C(OC2CC3(C2)CCN(CC3)CC(=O)NC3=CC=C2C(=N3)N(N=C2C2C(NC(CC2)=O)=O)C)C=CC1)C